1-(5-((diphenylmethylene)amino)-6-methoxy-3-nitropyridin-2-yl)-N1,N2,N2-Trimethylethane-1,2-diamine C1(=CC=CC=C1)C(C1=CC=CC=C1)=NC=1C=C(C(=NC1OC)C(CN(C)C)NC)[N+](=O)[O-]